6-(6-(((1R,3S,5S)-8-azabicyclo[3.2.1]octan-3-yl)(methyl)amino)pyridazin-3-yl)isoquinolin-7-ol [C@H]12CC(C[C@H](CC1)N2)N(C2=CC=C(N=N2)C=2C=C1C=CN=CC1=CC2O)C